(R)-benzyl tert-butyl (3-hydroxypropane-1,2-diyl)dicarbamate OC[C@@H](CNC(OCC1=CC=CC=C1)=O)NC(OC(C)(C)C)=O